ethyl 3-[6-(3-cyclobutoxy-phenyl)-chroman-2-yl]-propionate C1(CCC1)OC=1C=C(C=CC1)C=1C=C2CCC(OC2=CC1)CCC(=O)OCC